BrC1=CC(=C(C(=O)OC)C=C1)[C@H]1[C@H](C1)[N+](=O)[O-] methyl 4-bromo-2-(cis-2-nitrocyclopropyl)benzoate